2-Oxo-imidazolidine-1,4-dicarboxylic acid (S)-1-tert-butyl 4-methyl ester COC(=O)C1NC(N(C1)C(=O)OC(C)(C)C)=O